C(#N)C1CN([C@@H](C=2C=CC=NC12)C)C(=O)OC(C)(C)C tert-butyl (5R)-8-cyano-5-methyl-7,8-dihydro-1,6-naphthyridine-6(5H)-carboxylate